ICCCCCCCC/C=C/CCO (3E)-12-iodo-3-dodecen-1-ol